6-(pyridin-3-yl)-3-azabicyclo[3.1.1]heptan-6-ol N1=CC(=CC=C1)C1(C2CNCC1C2)O